4,6-dichloro-2-(2-chloro-4-((cyclopropylmethyl)sulfonyl)benzyl)-5-(2-(trifluoromethoxy)phenyl)-1H-benzo[d]imidazole ClC1=C(C(=CC=2NC(=NC21)CC2=C(C=C(C=C2)S(=O)(=O)CC2CC2)Cl)Cl)C2=C(C=CC=C2)OC(F)(F)F